tert-butyl (5R,8S)-1-fluoro-6,7,8,9-tetrahydro-5H-5,8-epiminocyclohepta[c]pyridine-10-carboxylate FC1=NC=CC2=C1C[C@@H]1CC[C@H]2N1C(=O)OC(C)(C)C